N-(6-(3-((2,5-dichlorophenyl)sulfonamido)-2-methylphenyl)quinazolin-2-yl)pivaloamide ClC1=C(C=C(C=C1)Cl)S(=O)(=O)NC=1C(=C(C=CC1)C=1C=C2C=NC(=NC2=CC1)NC(C(C)(C)C)=O)C